N-octadecenyl-2-(3,4-di-(2-propen-1-oxy)-phenyl)-3,7-di-(2-propen-1-oxy)-quinolin-4-one C(=CCCCCCCCCCCCCCCCC)N1C(=C(C(C2=CC=C(C=C12)OCC=C)=O)OCC=C)C1=CC(=C(C=C1)OCC=C)OCC=C